COC=1C=C(C=CC1N(CC(=O)O)CC(=O)O)C1=CC(=C(N(CC(=O)O)CC(=O)O)C=C1)OC 3,3'-dimethoxybenzidine-N,N,N',N'-tetraacetic acid